C(OC[C@]1(O[C@H](C[C@@H]1O)N1C2=NC(=NC(=C2N=C1)NC(CCCCC)=O)Cl)C#C)(OCCC)=O ((2R,3S,5R)-5-(2-chloro-6-hexanamido-9H-purin-9-yl)-2-ethynyl-3-hydroxytetrahydrofuran-2-yl)methyl propyl carbonate